CN1N=NC2=C1C=CC(=C2C)C(O)C=2C=C(C1=C(C=CS1)C2)COCC2=CC=C(C=C2)OC (1,4-Dimethyl-1H-benzotriazol-5-yl)(7-{[(4-methoxybenzyl)oxy]methyl}-1-benzothiophen-5-yl)methanol